C(C)[C@@]1(C(N(C(N1)=O)C=1C=NC(=NC1)OC1=CC(=C(C=C1)C)OC)=O)C (5R)-5-ethyl-5-methyl-3-(2-{[4-methyl-3-(methyloxy)phenyl]oxy}-5-pyrimidinyl)-2,4-imidazolidinedione